N1(C=NC=C1)CCCCN 4-Imidazol-1-yl-butylamine